2-(2-Methyl-4-((5-oxo-4-(4-(trifluoro-methyl)phenyl)-4,5-dihydro-1H-1,2,4-triazol-1-yl)methyl)phenoxy)acetic acid CC1=C(OCC(=O)O)C=CC(=C1)CN1N=CN(C1=O)C1=CC=C(C=C1)C(F)(F)F